N-(3-bromophenyl)-2-chloroacetamide C1=CC(=CC(=C1)Br)NC(=O)CCl